C(#CCCCCCC)I octynyl iodide